C1(CC1)CC(C1=CC=C(C=C1)[C@H](C)NC=1N=CC2=C(N(C(OC2)=O)C)N1)N1CCN(CC1)C(=O)OC(C)(C)C tert-Butyl 4-[2-cyclopropyl-1-[4-[(1S)-1-[(1-methyl-2-oxo-4H-pyrimido[4,5-d][1,3]oxazin-7-yl)amino]ethyl]phenyl]ethyl]piperazine-1-carboxylate